amino-2-(hydroxymethyl)-1,3-propanediol NC(C(CO)CO)O